[N+](=O)([O-])C1=CC=C(C=C1)N1CC2CN(C(C1)C2)C2CCN(CC2)C(=O)OC(C)(C)C tert-butyl 4-(3-(4-nitrophenyl)-3,6-diazabicyclo[3.2.1]octan-6-yl)piperidine-1-carboxylate